methylphenylethynyl-piperidone CC1C(N(CCC1)C#CC1=CC=CC=C1)=O